CS(=O)(=O)CC#N 2-(methylsulfonyl)acetonitrile